5-methyl-1,3,4,5-tetrahydro-2H-pyrido[4,3-b]indole-2-carboxylic acid tert-butyl ester C(C)(C)(C)OC(=O)N1CC2=C(N(C=3C=CC=CC23)C)CC1